3-trimethylsilyl-propyl-hexadecyl-dimethyl-ammonium chloride [Cl-].C[Si](CCC[N+](C)(C)CCCCCCCCCCCCCCCC)(C)C